ethyl 2-((1,2,3,5,6,7-hexahydro-s-indacen-4-yl) amino)-5-(pyridin-2-yl)-4,5-dihydrooxazole-5-carboxylate C1CCC2=C(C=3CCCC3C=C12)NC=1OC(CN1)(C(=O)OCC)C1=NC=CC=C1